COC(=O)C=1N=C(SC1N)Br 5-amino-2-bromothiazole-4-carboxylic acid methyl ester